NC1=C(C(=O)N2CCC(CC2)C2=C3C(=NC=C2F)NC(C3)=O)C=CC(=C1)OC(F)(F)F 4-(1-(2-Amino-4-(trifluoromethoxy)benzoyl)piperidin-4-yl)-5-fluoro-1,3-dihydro-2H-pyrrolo[2,3-b]pyridin-2-one